OCCCS(=O)(=O)O.[Si] silicon hydroxyl-1-propyl-sulfonic acid